C(=O)(OCC1C2=CC=CC=C2C2=CC=CC=C12)N[C@@H](CCSC(F)(F)F)C(=O)O Fmoc-S-trifluoromethyl-L-homocysteine